2-(4-Bromophenyl)-1-phenyl-2,11-dihydroimidazo[1',5':1,2]pyrido[3,4-b]indol-4-ium chloride [Cl-].BrC1=CC=C(C=C1)N1C=[N+]2C(C=3NC4=CC=CC=C4C3C=C2)=C1C1=CC=CC=C1